C(#N)C1=CC=C(C(=O)NC2CCC=3N(C2)C=C(N3)C(=O)O)C=C1 6-(4-Cyanobenzoylamino)-5,6,7,8-tetrahydroimidazo[1,2-a]pyridine-2-carboxylic acid